ClC1=C(C=CC=2C(=C(CCOC21)C2=CC=C1C=CNC1=C2)C2=CC=C(C=C2)O[C@@H]2CN(CC2)CCCF)O 9-Chloro-5-[4-[(3S)-1-(3-fluoropropyl)pyrrolidin-3-yl]oxyphenyl]-4-(1H-indol-6-yl)-2,3-dihydro-1-benzoxepin-8-ol